8-(4-Chloro-2,6-dimethylphenyl)-9-(4-((1-(3-fluoropropyl)azetidin-3-yliden)methyl)phenyl)-6,7-dihydro-5H-benzo[7]annulen ClC1=CC(=C(C(=C1)C)C=1CCCC2=C(C1C1=CC=C(C=C1)C=C1CN(C1)CCCF)C=CC=C2)C